1-(2-(4-(trifluoromethyl)phenyl)pyrimidin-5-yl)butan-1-ol FC(C1=CC=C(C=C1)C1=NC=C(C=N1)C(CCC)O)(F)F